C1(CC1)CC1=C(N=NN1C)C1=NC(=NC=C1C(F)(F)F)NC1CCC(CC1)N (1r,4r)-N-(4-(5-(Cyclopropylmethyl)-1-methyl-1H-1,2,3-triazol-4-yl)-5-(trifluoromethyl)pyrimidin-2-yl)cyclohexane-1,4-diamine